[(1S)-7,7-dimethyl-2-oxobicyclo[2.2.1]hept-1-yl]methanesulfonic acid CC1([C@@]2(C(CC1CC2)=O)CS(=O)(=O)O)C